C(=C)N(C1=CC=CC=C1)C=C N,N-divinylaniline